FC(C1=C(C=NC=C1)C=1SCC(N1)O)(F)F 2-(4-(trifluoromethyl)pyridin-3-yl)-4,5-dihydrothiazol-4-ol